ClC1=CC=C(C(=N1)C(=O)O)N[C@H](C)C=1C=C(C=C2C(C=C(OC12)N1CC2=CC=C(C=C2C1)F)=O)C(F)(F)F 6-chloro-3-[[(1R)-1-[2-(5-fluoroisoindolin-2-yl)-4-oxo-6-(trifluoromethyl)chromen-8-yl]ethyl]amino]pyridine-2-carboxylic acid